IC1=CC=C(C=C1)CCCC(=O)C(CCC[C@H](N)C(=O)O)N 6-(4-(4-iodophenyl)butanoyl)-lysine